(S)-N-(2-amino-5-(3,5-dimethylisoxazol-4-yl)phenyl)-1-(3,4-difluorophenyl)-5-oxopyrrolidine-2-carboxamide NC1=C(C=C(C=C1)C=1C(=NOC1C)C)NC(=O)[C@H]1N(C(CC1)=O)C1=CC(=C(C=C1)F)F